ClC(C(=O)N1[C@]2(N(CC(C1)(C)C)C(CC2)=O)C)Cl |r| (RS)-1-Dichloroacetyl-3,3,8a-trimethylperhydropyrrolo[1,2-a]pyrimidin-6-on